COC1=C(C(=C(C(=C1)C)\C=C\C(C=C)C)C)C (E)-1-(4-methoxy-2,3,6-trimethylphenyl)-3-methyl-1,4-pentadiene